diethyl ((6-methoxyquinolin-2-yl)methyl)phosphonate COC=1C=C2C=CC(=NC2=CC1)CP(OCC)(OCC)=O